C(C)(C)(C)OC(=O)N1C[C@@H](N(CC1)C=1C2=C(N(C(N1)=O)C1=C(C=CC=C1)C(C)C)N=C(C(=C2)C)Cl)C (S)-4-(7-chloro-1-(2-isopropylphenyl)-6-methyl-2-oxo-1,2-dihydropyrido[2,3-d]pyrimidin-4-yl)-3-methylpiperazine-1-carboxylic acid tert-butyl ester